C(C)(C)C=1C=C(C=CC1)C(C)(O)C1=CC=C(C=C1)B1OC(C(O1)(C)C)(C)C 1-(3-isopropylphenyl)-1-(4-(4,4,5,5-tetramethyl-1,3,2-dioxaborolan-2-yl)phenyl)ethanol